C(C)(C)(C)OOC(C)(C=CC(C)(C)OOC(C)(C)C)C 2,5-bis(t-butylperoxy)-2,5-dimethylhexene